NC=1C(N(C=CC1)C1=NC(=CC=C1)F)=O 3-amino-6'-fluoro-2H-[1,2'-bipyridine]-2-one